methyl (2S)-2-[[(2S)-3-cyclopropyl-2-[(4,7-dichloro-1H-indole-2-carbonyl)amino]propanoyl]amino]-3-[(3S)-2-oxopyrrolidin-3-yl]propanoate C1(CC1)C[C@@H](C(=O)N[C@H](C(=O)OC)C[C@H]1C(NCC1)=O)NC(=O)C=1NC2=C(C=CC(=C2C1)Cl)Cl